1-((3R,5S,8R,9R,10S,13S,14S,17S)-3-hydroxy-3-methylhexadecahydro-1H-cyclopenta[a]phenanthren-17-yl)ethanone O[C@@]1(CC[C@@H]2[C@H]3CC[C@@H]4[C@H](CC[C@H]4[C@@H]3CC[C@H]2C1)C(C)=O)C